BrC1=CC=C(C=C1)C=1[Se]C2=C(N1)C=CC=C2 2-(4-bromophenyl)benzo[d][1,3]selenazole